2,2-Difluoro-3-mercaptopropionic acid ethyl ester C(C)OC(C(CS)(F)F)=O